N-(4-cyano-2-(trifluoromethoxy)benzyl)-1-(thiophen-3-ylmethyl)piperidine-4-carboxamide C(#N)C1=CC(=C(CNC(=O)C2CCN(CC2)CC2=CSC=C2)C=C1)OC(F)(F)F